tert-butyl ((R)-4-morpholino-1,4-dioxo-1-(((S)-4-phenyl-1-(4,4,5,5-tetramethyl-1,3,2-dioxaborolan-2-yl)butyl) amino)butan-2-yl)carbamate O1CCN(CC1)C(C[C@H](C(N[C@H](CCCC1=CC=CC=C1)B1OC(C(O1)(C)C)(C)C)=O)NC(OC(C)(C)C)=O)=O